tert-butyl N-[3-cyclopropyl-1-fluoro-5-[(2-fluoro-2-methyl-propyl)sulfamoyl]-7,8-dihydro-6H-cyclopenta[g]isoquinolin-7-yl]carbamate C1(CC1)C=1N=C(C2=CC3=C(C(=C2C1)S(NCC(C)(C)F)(=O)=O)CC(C3)NC(OC(C)(C)C)=O)F